acrylat hydrochlorid Cl.C(C=C)(=O)O